methyl-1',2'-dihydrospiro[cyclohexane-1,3'-pyrrolo[3,2-b]pyridine] CN1CC2(C3=NC=CC=C31)CCCCC2